C(CO)[NH2+]N.[N+](=O)([O-])[O-] hydroxyethylhydrazinium nitrate